C(C)(C)(C)OC(=O)N1C(CCCC1)C(NC=1SC=C(N1)C1=NC(=CC=C1)N1C[C@@H](O[C@@H](C1)C)C)=O tert-butyl-2-((4-(6-((2S,6R)-2,6-dimethylmorpholino)pyridin-2-yl)thiazol-2-yl)carbamoyl)piperidine-1-carboxylate